ClS(=O)(=O)OCC(CCC(=O)OCC)(C)C ethyl 5-((chlorosulfonyl) oxy)-4,4-dimethylpentanoate